C1(CCCCC1)(C1=C(N(C2=CC=C(C=C2)C)C2=CC=C(C=C2)C)C=CC=C1)C1=C(N(C2=CC=C(C=C2)C)C2=CC=C(C=C2)C)C=CC=C1 cyclohexylidene-bis[N,N-bis(4-methylphenyl)aniline]